[SH4]1CCC=NC2=C1C=CC=C2 2,3-dihydro-1lambda6,5-benzothiazepin